2-(6-fluoro-1-methyl-1H-indol-4-yl)-4-(4-fluoropiperidine-1-carbonyl)-6,7-bis(methoxy-d3)isoquinolin-1(2H)-one FC1=CC(=C2C=CN(C2=C1)C)N1C(C2=CC(=C(C=C2C(=C1)C(=O)N1CCC(CC1)F)OC([2H])([2H])[2H])OC([2H])([2H])[2H])=O